BrC=1C=C2C(=NC1)N=C(N2C2CCOCC2)C 6-Bromo-2-methyl-1-(tetrahydro-2H-pyran-4-yl)-1H-imidazo[4,5-b]pyridine